diphenylammonium iodide [I-].C1(=CC=CC=C1)[NH2+]C1=CC=CC=C1